(1R,2S)-cyclopentane-1,2-diol [C@@H]1([C@H](CCC1)O)O